N-(4-(4-(3-(trifluoromethyl)benzenesulfonylamino)phenyl)thiazol-2-yl)acetamide Sodium (2-(furan-3-yl)phenyl)methanesulfonate O1C=C(C=C1)C1=C(C=CC=C1)CS(=O)(=O)[O-].[Na+].FC(C=1C=C(C=CC1)S(=O)(=O)NC1=CC=C(C=C1)C=1N=C(SC1)NC(C)=O)(F)F